FC(C1=NNC(=C1)C1=NC(=CC=C1)OC1=CC=C(C=C1)C(F)(F)F)(F)F 2-(3-(trifluoromethyl)-1H-pyrazol-5-yl)-6-(4-(trifluoromethyl)phenoxy)pyridine